ClCCC(=C(C1=CC=C(C=C1)O)C1=CC=C(C=C1)N1CCC(CC1)CN1CC2N(C(C1)C2)C=2C=C1CN(CC1=CC2)C2C(NC(CC2)=O)=O)C2=CC=CC=C2 5-(3-((1-(4-(4-chloro-1-(4-hydroxyphenyl)-2-phenylbut-1-en-1-yl)phenyl)piperidin-4-yl)methyl)-3,6-diazabicyclo[3.1.1]heptane-6-yl)-2-(2,6-dioxopiperidin-3-yl)isoindoline